Cl.F[C@@H]1CNCC1 (S)-3-fluoropyrrolidine hydrochloric acid salt